O1C(=CC2=C1C=CC=C2)C2C1=CC=CC=C1OC=1C=CC(=CC21)Cl 9-(benzofuran-2-yl)-2-chloro-9H-xanthene